2,5-dihydro-1H-pyrrole-2,5-dione hydrochloride Cl.N1C(C=CC1=O)=O